ClC=1C=C2C(CC(C2=CC1Cl)=O)=C(C#N)C#N 5,6-dichloro-3-(dicyanomethylene)inden-1-one